C1(=CC=CC=C1)N1CSC(=CC1)C1=CC=C(C=C1)C(F)(F)F 3-phenyl-6-(4-(trifluoromethyl)phenyl)-2H-1,3-thiazine